5-[5-(3,5-dichloro-4-fluorophenyl)-4,5-dihydro-5-(trifluoromethyl)-3-isoxazolyl]-N-2-propyn-1-yl-8-isoquinoline-carboxamide ClC=1C=C(C=C(C1F)Cl)C1(CC(=NO1)C1=C2C=CN=CC2=C(C=C1)C(=O)NCC#C)C(F)(F)F